C(C)(C)C1=C(NC2=CC=C(C=C12)C=1C=NC(=CC1)N1CCNCC1)C=1C=CC=2N(C1)C=C(N2)C 6-(3-isopropyl-5-(6-(piperazin-1-yl)pyridin-3-yl)-1H-indol-2-yl)-2-methylimidazo[1,2-a]pyridine